CC(=CCCC(C)C1(CC=CCC1)O)C 1-(6-Methylhept-5-en-2-yl)-cyclohex-3-enol